N-[(3-chloro-4-fluorophenyl)methyl]-1-(2-methylpropyl)-5-oxopyrrolidine-3-carboxamid ClC=1C=C(C=CC1F)CNC(=O)C1CN(C(C1)=O)CC(C)C